2-((3-chloro-4-fluorophenyl)((5-fluoro-6-methylpyridin-2-yl)(methyl)amino)methyl)-5-methyl-1H-imidazole-4-sulfonamide ClC=1C=C(C=CC1F)C(C=1NC(=C(N1)S(=O)(=O)N)C)N(C)C1=NC(=C(C=C1)F)C